C(OC=1C(=NC=CC1OC)C(N[C@H](C(=O)NC(=C(C1=CC=C(C=C1)Cl)C1=CC=C(C=C1)Cl)C)[C@H](CC)C)=O)(OCC)=O 2-(((2S,3S)-1-((1,1-bis(4-chlorophenyl)prop-1-en-2-yl)amino)-3-methyl-1-oxopentan-2-yl)carbamoyl)-4-methoxypyridin-3-yl ethyl carbonate